(S)-1-(4-(7-chloro-6-(4-chlorophenyl)quinazolin-4-yl)-2-(hydroxymethyl)piperazin-1-yl)prop-2-en-1-one ClC1=C(C=C2C(=NC=NC2=C1)N1C[C@H](N(CC1)C(C=C)=O)CO)C1=CC=C(C=C1)Cl